NCCCCNC(C1=C(C=C(C=C1)NC=1C=2N(C=CN1)C(=CN2)C2=C(C(=C(C=C2)OCC#N)F)F)Cl)=O N-(4-aminobutyl)-2-chloro-4-((3-(4-(cyanomethoxy)-2,3-difluorophenyl)imidazo[1,2-a]pyrazin-8-yl)amino)benzamide